N-(4-bromo-2,6-dimethylbenzyl)morpholine-4-sulfonamide BrC1=CC(=C(CNS(=O)(=O)N2CCOCC2)C(=C1)C)C